3-(4-(2-(4-((2-(1-ethoxyvinyl)pyrimidin-4-yl)methoxy)phenyl)propan-2-yl)phenoxy)piperidine-1-carboxylic acid tert-butyl ester C(C)(C)(C)OC(=O)N1CC(CCC1)OC1=CC=C(C=C1)C(C)(C)C1=CC=C(C=C1)OCC1=NC(=NC=C1)C(=C)OCC